BrC=1C=NC=2CCCC(C2C1)=O 3-Bromo-7,8-dihydroquinolin-5(6H)-one